3-(4-((4-(2-(((R)-1-cyclopropylethyl)amino)ethyl)benzyl)thio)-1-oxoisoindolin-2-yl)piperidine-2,6-dione C1(CC1)[C@@H](C)NCCC1=CC=C(CSC2=C3CN(C(C3=CC=C2)=O)C2C(NC(CC2)=O)=O)C=C1